Ethyl (S)-4-((tert-butyldiphenylsilyl)oxy)pentanoate [Si](C1=CC=CC=C1)(C1=CC=CC=C1)(C(C)(C)C)O[C@H](CCC(=O)OCC)C